N-Boc-D-β-proline CC(C)(C)OC(=O)N1CC[C@H](C1)C(=O)O